C(#C)[C@]1(C(N(CC1)C)=O)O |r| (rac)-3-ethynyl-3-hydroxy-1-methylpyrrolidin-2-one